BrC1=NC(=CC(=C1)C(C(COC)Cl)=O)Cl 1-(2-bromo-6-chloropyridin-4-yl)-2-chloro-3-methoxypropan-1-one